N-(5-fluorothiazolo[5,4-b]pyridin-2-yl)acetamide FC1=CC=C2C(=N1)SC(=N2)NC(C)=O